7-benzyl-6-ethyl-4-(trifluoroacetyl)-4,7-diazaspiro[2.5]Octane C(C1=CC=CC=C1)N1C(CN(C2(CC2)C1)C(C(F)(F)F)=O)CC